FC1(OC2=C(O1)C=CC(=C2)C2(CC2)C(=O)NC=2C=C1C=C(N(C1=CC2F)C[C@H](CO)O)C(CO)(C)C)F (R)-1-(2,2-Difluorobenzo[d][1,3]dioxol-5-yl)-N-(1-(2,3-dihydroxypropyl)-6-fluoro-2-(1-hydroxy-2-methylpropan-2-yl)-1H-indol-5-yl)cyclopropancarboxamid